5-((3R)-2-oxo-1,2-dithiolan-3-yl)pentanoic acid O=S1SCC[C@H]1CCCCC(=O)O